N-[3-[5-chloro-2-(difluoromethoxy)phenyl]-1-[2-[(pyridin-4-ylmethyl)amino]ethyl]-1H-pyrazol-4-yl]pyrazolo[1,5-a]pyrimidine-3-carboxamide ClC=1C=CC(=C(C1)C1=NN(C=C1NC(=O)C=1C=NN2C1N=CC=C2)CCNCC2=CC=NC=C2)OC(F)F